C1(CCCC1)P([C-]1C=CC=C1)C1CCCC1.[C-]1(C=CC=C1)P(C1CCCC1)C1CCCC1.[Fe+2] 1,1'-bis(di-cyclopentylphosphino)ferrocene